C1([C@H](O)[C@@H](O)[C@H](O)[C@H](O1)CO)F D-Glucopyranosyl fluoride